NC1=CC=NN1C1=NN=C(S1)NC(=O)C1=CC(=C(C(O1)=O)OCCO)C1=C(C=CC=C1OC)OC N-(5-(5-amino-1H-pyrazol-1-yl)-1,3,4-thiadiazol-2-yl)-4-(2,6-dimethoxyphenyl)-3-(2-hydroxyethoxy)-2-oxo-2H-pyran-6-carboxamide